methyl 2-(4,4,5,5-tetramethyl-1,3,2-dioxaborolan-2-yl)-1H-indole-6-carboxylate CC1(OB(OC1(C)C)C=1NC2=CC(=CC=C2C1)C(=O)OC)C